CNC(=O)C1=CSC=2C1=NC(=CC2C(F)(F)F)O[C@H]2C[C@H](NCC2)C n-methyl-5-(((2R,4R)-2-methylpiperidin-4-yl)oxy)-7-(trifluoromethyl)thieno[3,2-b]pyridine-3-carboxamide